(3-nitrophenyl)-6,7-dihydro-1H-pyrazolo[3'',4'':4',5']pyrimido[1',2':1,2]pyrido[3,4-b]indol-4(12H)-one [N+](=O)([O-])C=1C=C(C=CC1)N1N=CC2=C1N=C1N(CCC3=C1NC1=CC=CC=C31)C2=O